(E)-4,4'-(Diazene-1,2-diyl)dianiline N(=N\C1=CC=C(N)C=C1)/C1=CC=C(N)C=C1